N-[(3-fluoro-5-hydroxy-phenyl)-methyl]-2-methoxy-4-methyl-7-(trifluoromethyl)-quinoline-3-carboxylic acid amide FC=1C=C(C=C(C1)O)CNC(=O)C=1C(=NC2=CC(=CC=C2C1C)C(F)(F)F)OC